2,4,6-Tricyclohexylphenol C1(CCCCC1)C1=C(C(=CC(=C1)C1CCCCC1)C1CCCCC1)O